tert-butyl N-[6-(1-methylpyrazol-4-yl)-3-(pyrrolidine-1-carbonylamino)cinnolin-8-yl]carbamate CN1N=CC(=C1)C=1C=C2C=C(N=NC2=C(C1)NC(OC(C)(C)C)=O)NC(=O)N1CCCC1